C(C1=CC=CC=C1)(=O)OCCC(C)=NCCCC 3-butyliminobutyl benzoate